2-(4-nitro-2-(trifluoromethyl)phenyl)propionitrile [N+](=O)([O-])C1=CC(=C(C=C1)C(C#N)C)C(F)(F)F